(S)-3-(4-fluoro-2',5,6'-trimethyl-[1,1'-biphenyl]-3-yl)-3-((S)-2-(5-(2-(3-fluoro-3-methylazetidin-1-yl)ethyl)-4-isopropyl-2-oxopyrimidin-1(2H)-yl)-4-methylpentanamido)propionic acid FC1=C(C=C(C=C1C)C1=C(C=CC=C1C)C)[C@H](CC(=O)O)NC([C@H](CC(C)C)N1C(N=C(C(=C1)CCN1CC(C1)(C)F)C(C)C)=O)=O